2-[(6-{[2-(2-Fluoro-6-methylphenyl)-[1,3]thiazolo[5,4-c]pyridin-6-yl]amino}-3-(morpholin-4-yl)pyridin-2-yl)methyl]-1λ6,2-thiazolidine-1,1-dione FC1=C(C(=CC=C1)C)C=1SC=2C=NC(=CC2N1)NC1=CC=C(C(=N1)CN1S(CCC1)(=O)=O)N1CCOCC1